tert-butyl (2-(3-((2R,3S,5R)-3-(3,4-difluoro-2-methoxyphenyl)-5-methyl-5-(trifluoromethyl)tetrahydrothiophene-2-carboxamido)phenylsulfonamido)ethyl)carbamate FC=1C(=C(C=CC1F)[C@H]1[C@@H](S[C@](C1)(C(F)(F)F)C)C(=O)NC=1C=C(C=CC1)S(=O)(=O)NCCNC(OC(C)(C)C)=O)OC